Cl[Pd](C1=NC=CC=C1Cl)(=C1N(C=CN1C1=C(C=CC=C1C(CC)CC)C(CC)CC)C1=C(C=CC=C1C(CC)CC)C(CC)CC)Cl dichloro-[1,3-bis-(2,6-di-3-pentylphenyl)-imidazol-2-ylidene](3-chloropyridyl)-palladium